(6-(6-methylpyridin-2-yl)-5-(thieno[3,2-c]pyridin-2-yl)-2,3-dihydro-1H-imidazo[1,2-a]imidazol-2-yl)methylamine CC1=CC=CC(=N1)C=1N=C2N(CC(N2)CN)C1C1=CC=2C=NC=CC2S1